8-((3-(cyclobutanesulfonamido)propyl)(8-oxo-8-(undec-3-yloxy)octyl)amino)caprylic heptadecan-9-yl ester CCCCCCCCC(CCCCCCCC)OC(CCCCCCCN(CCCCCCCC(OC(CC)CCCCCCCC)=O)CCCNS(=O)(=O)C1CCC1)=O